NCCC(O)C=1C=C(OCC(C(C)C)O)C=CC1 1-(3-(3-amino-1-hydroxypropyl)phenoxy)-3-methylbutan-2-ol